C(C)C(CO)(CO)C 2-ethyl-2-Methyl-1,3-propanediol